di-n-butoxynaphthyltetrahydrothiophenium C(CCC)OC1C(C[S+](C1)C1=CC=CC2=CC=CC=C12)OCCCC